4-(6-cyclopropyl-2-{4-cyclopropyl-2-[(1-methylcyclobutylamino)methyl]-7-oxo-1,6-dihydro-1,6-diaza-6-indenyl}-4-pyridyl)-3-(5-methyl-1,3-oxazol-4-yl)benzonitrile C1(CC1)C1=CC(=CC(=N1)N1C=C(C=2C=C(NC2C1=O)CNC1(CCC1)C)C1CC1)C1=C(C=C(C#N)C=C1)C=1N=COC1C